N1C(=NC2=C1C=CC=C2)CNC2=NC(=NC=1N2N=CC1Br)N1CC2C(C1)CCN2C(=O)OC(C)(C)C Tert-butyl 5-[4-(1H-benzimidazol-2-ylmethylamino)-8-bromo-pyrazolo[1,5-a][1,3,5]triazin-2-yl]-2,3,3a,4,6,6a-hexahydropyrrolo[2,3-c]pyrrole-1-carboxylate